(S)-phenethylamine C(CC1=CC=CC=C1)N